3,3-difluoro-1-((2S,5S)-9-((3-fluorophenyl)ethynyl)-2,3-dihydro-2,5-methanopyrido[3,4-f][1,4]oxazepin-4(5H)-yl)-2,2-dimethylpropan-1-one FC(C(C(=O)N1C[C@H]2OC3=C([C@@H]1C2)C=NC=C3C#CC3=CC(=CC=C3)F)(C)C)F